C1(=CC=CC=C1)C(CCCCC)(C1=CC=CC=C1)[Li] 1,1-diphenylhexyl-lithium